(S)-4-amino-N-(1-(4-chlorophenyl)-3-hydroxypropyl)-1-(7H-pyrrolo[2,3-d]pyrimidin-4-yl)piperidine-4-carboxamide NC1(CCN(CC1)C=1C2=C(N=CN1)NC=C2)C(=O)N[C@@H](CCO)C2=CC=C(C=C2)Cl